N-α-Methyl-L-serine CN[C@@H](CO)C(=O)O